C(C)N1C2=C(OCC1=O)C(=CC(=C2)NC2=NC=C(C(=N2)C2=C(C=C(C=C2)F)OC)F)CN2CCC(CC2)N2CCOCC2 4-Ethyl-6-((5-fluoro-4-(4-fluoro-2-methoxyphenyl)pyrimidin-2-yl)amino)-8-((4-morpholinopiperidin-1-yl)methyl)-2H-benzo[b][1,4]oxazin-3(4H)-one